CN([C@@H](C(=O)O)C)C(=O)OC(C)(C)C (R)-2-[methyl-[(2-methylpropan-2-yl)oxycarbonyl]amino]propanoic acid